(1S,3S,4S)-2-((S)-2-bromo-9-hydroxy-9H-fluorene-9-carbonyl)-N-((R)-1-cyano-2-((R)-2-oxopiperidin-3-yl)ethyl)-5,5-difluoro-2-azabicyclo[2.2.2]octane-3-carboxamide BrC1=CC=2[C@@](C3=CC=CC=C3C2C=C1)(C(=O)N1[C@@H]2CC([C@H]([C@H]1C(=O)N[C@H](C[C@@H]1C(NCCC1)=O)C#N)CC2)(F)F)O